C(#N)C1=C(C=C(C=C1)C=1C=C(C(=O)O)C=CC1C=1C=C2COC(C2=CC1F)CC(C)(C)O)F 3-(4-cyano-3-fluoro-phenyl)-4-[6-fluoro-1-(2-hydroxy-2-methyl-propyl)-1,3-dihydroisobenzofuran-5-yl]benzoic acid